8-(2,6-dichloro-4-fluorophenyl)-5-(((2S,5R)-5-isopropyl-3,6-dimethoxy-2,5-dihydropyrazin-2-yl)methyl)imidazo[1,2-a]pyridine ClC1=C(C(=CC(=C1)F)Cl)C=1C=2N(C(=CC1)C[C@@H]1N=C([C@H](N=C1OC)C(C)C)OC)C=CN2